(rac)-2-[6-amino-5-(difluoromethoxy)pyridin-3-yl]-N-[2-(3-fluorophenyl)propan-2-yl]-6,7-dihydrospiro[pyrazolo[5,1-c][1,4]oxazine-4,3'-pyrrolidine]-1'-carboxamide NC1=C(C=C(C=N1)C1=NN2C(=C1)[C@@]1(CN(CC1)C(=O)NC(C)(C)C1=CC(=CC=C1)F)OCC2)OC(F)F |r|